5-phenyl-thiophene-2,5-disulfonyl chloride C1(=CC=CC=C1)C1(C=CC(S1)S(=O)(=O)Cl)S(=O)(=O)Cl